Racemic-2-oxo-2-[(2R,5S)-5-methyl-2-[2-(1,2,2-trimethyl-4-piperidyl)-1,3-benzothiazol-5-yl]-1-piperidyl]-N-(1-tetrahydropyran-2-ylpyrazolo[4,3-c]pyridin-7-yl)acetamide O=C(C(=O)NC=1C2=C(C=NC1)C=NN2C2OCCCC2)N2[C@H](CC[C@@H](C2)C)C=2C=CC1=C(N=C(S1)C1CC(N(CC1)C)(C)C)C2